S(C1=C(C(=CC(=C1)C(C)(C)CC)C(C)(C)CC)O)C1=C(C(=CC(=C1)C(C)(C)CC)C(C)(C)CC)O 2,2'-thiobis(4,6-ditert-amyl-phenol)